(4S,5R)-5-[3-fluoro-5-(trifluoromethyl)phenyl]-N-hydroxy-4-methyl-N-(naphthalen-1-ylmethyl)-2-oxo-1,3-oxazolidine-3-carboxamide FC=1C=C(C=C(C1)C(F)(F)F)[C@@H]1[C@@H](N(C(O1)=O)C(=O)N(CC1=CC=CC2=CC=CC=C12)O)C